trimethylcetyl-ammonium bromide [Br-].C[N+](CCCCCCCCCCCCCCCC)(C)C